(2S,4R)-N-(1-benzyl-2-thiazol-4-yl-ethyl)-1-[(2S)-2-(4-cyclopropyltriazol-1-yl)-3,3-dimethyl-butanoyl]-4-hydroxy-pyrrolidine-2-carboxamide C(C1=CC=CC=C1)C(CC=1N=CSC1)NC(=O)[C@H]1N(C[C@@H](C1)O)C([C@H](C(C)(C)C)N1N=NC(=C1)C1CC1)=O